9-propyl-carbazole C(CC)N1C2=CC=CC=C2C=2C=CC=CC12